O=C(CCC(OC[N+]1(CCOCC1)C=1OC2=C(C(C1)=O)C=CC=C2C2=CC=CC=C2)=O)N[C@@H](CCCNC(N)=N)C(=O)NCC(=O)N[C@@H](CC(O)=O)C(=O)N[C@@H](CO)C(=O)O N2-[1,4-dioxo-4-[[4-(4-oxo-8-phenyl-4H-1-benzopyran-2-yl)morpholinium-4-yl]methoxy]butyl]-L-arginylglycyl-L-α-aspartyl-L-serine